C(C)(C)(C)C1=CC=C(C=C1)N1CCNCC1 1-(4-tert-butylphenyl)piperazine